FC1=CC=C(N=N1)N 6-fluoropyridazin-3-amine